3-methoxy-4-{[3-(4-{[(1S,4S)-4-[4-(trifluoromethyl)piperidin-1-yl]cyclohexyl]amino}-1-(2,2,2-trifluoroethyl)-1H-indol-2-yl)prop-2-yn-1-yl]amino}benzene-1-sulfonamide COC=1C=C(C=CC1NCC#CC=1N(C2=CC=CC(=C2C1)NC1CCC(CC1)N1CCC(CC1)C(F)(F)F)CC(F)(F)F)S(=O)(=O)N